1-(4-(4-amino-7-cyclopropyl-7H-pyrrolo[2,3-d]pyrimidin-5-yl)-2-methyl-2,3-dihydro-benzofuran-7-yl)-3-(5-(1-(trifluoromethyl)cyclopropyl)-isoxazol-3-yl)urea NC=1C2=C(N=CN1)N(C=C2C2=CC=C(C1=C2CC(O1)C)NC(=O)NC1=NOC(=C1)C1(CC1)C(F)(F)F)C1CC1